2-[(2S)-2-amino-4-fluorobutyl]-3,5-dichloro-N-[(furan-2-yl)methyl]thieno[3,2-b]pyridin-7-amine dihydrochloride Cl.Cl.N[C@H](CC1=C(C2=NC(=CC(=C2S1)NCC=1OC=CC1)Cl)Cl)CCF